4-(((6,7-dimethoxyquinazolin-4-yl)amino)methyl)-3-fluorophenylboronic acid formic acid salt C(=O)O.COC=1C=C2C(=NC=NC2=CC1OC)NCC1=C(C=C(C=C1)B(O)O)F